C1=CC=CC=2SC3=CC=CC=C3C(C12)=O Thioxanthon